2-(2,6-dioxopiperidin-3-yl)-5-(4-((2-(piperidin-4-yl)ethoxy)methyl)piperidin-1-yl)isoindoline-1,3-dione O=C1NC(CCC1N1C(C2=CC=C(C=C2C1=O)N1CCC(CC1)COCCC1CCNCC1)=O)=O